FC1=CC=C(C=C1)N(C1CCN(CC1)C1=NC=C(C=N1)C#N)C=1C=NC=CC1OC 2-(4-((4-Fluorophenyl)(4-methoxypyridin-3-yl)amino)piperidin-1-yl)pyrimidine-5-carbonitrile